tert-butyl (R)-2-(((1-(difluoromethyl)-1H-pyrazol-4-yl)oxy)methyl)azetidine-1-carboxylate FC(N1N=CC(=C1)OC[C@@H]1N(CC1)C(=O)OC(C)(C)C)F